2-[[4-chloro-2-[2-(trifluoromethyl)pyrimidin-5-yl]pyrrolo[2,3-b]pyridin-1-yl]methoxy]ethyl-trimethyl-silane ClC1=C2C(=NC=C1)N(C(=C2)C=2C=NC(=NC2)C(F)(F)F)COCC[Si](C)(C)C